ClC1=CC=C(OC2=CC=C(OC3=NC=NC4=CC=C5C(=C34)OCCN5)C=C2)C=C1 10-(4-(4-chlorophenoxy)phenoxy)-3,4-dihydro-2H-[1,4]oxazino[2,3-f]quinazoline